6-(3-methoxyphenyl)pyrimidine-2,4-diamine COC=1C=C(C=CC1)C1=CC(=NC(=N1)N)N